[I-].C(CCCCCC)[N+](CC=C)(C)C heptyl-dimethyl-allylammonium iodide